(R)-2-((1-(3,7-dimethyl-4-oxo-2-(4-(5-(trifluoromethyl)benzo[d]thiazol-2-yl)piperazin-1-yl)-4H-pyrido[1,2-a]pyrimidin-9-yl)ethyl)amino)benzoic acid CC1=C(N=C2N(C1=O)C=C(C=C2[C@@H](C)NC2=C(C(=O)O)C=CC=C2)C)N2CCN(CC2)C=2SC1=C(N2)C=C(C=C1)C(F)(F)F